5-(1-(6-(3-((4-(2-(2,6-dioxopiperidin-3-yl)-1,3-dioxoisoindolin-5-yl)piperazin-1-yl)methyl)azetidin-1-yl)pyrimidin-4-yl)-1H-indazol-6-yl)spiro[2.3]hexane-5-carbonitrile O=C1NC(CCC1N1C(C2=CC=C(C=C2C1=O)N1CCN(CC1)CC1CN(C1)C1=CC(=NC=N1)N1N=CC2=CC=C(C=C12)C1(CC2(CC2)C1)C#N)=O)=O